1-(4-iodobenzyl)piperazine IC1=CC=C(CN2CCNCC2)C=C1